ClC=1C=C2C(C(=CN(C2=CC1N1[C@H](CCC1)COC1=NC=CC=C1Cl)C=1C=NC(=CC1)C1CN(C1)C)C(=O)O)=O (R)-6-chloro-7-(2-(((3-chloropyridin-2-yl)oxy)methyl)pyrrolidin-1-yl)-1-(6-(1-methyl-azetidin-3-yl)pyridin-3-yl)-4-oxo-1,4-dihydroquinoline-3-carboxylic acid